methyl 4-(3-fluoro-2-(2,2,2-trifluoroethyl)phenyl)-2-methyl-5-oxo-1,4,5,7-tetrahydrofuro[3,4-b]pyridine-3-carboxylate FC=1C(=C(C=CC1)C1C2=C(NC(=C1C(=O)OC)C)COC2=O)CC(F)(F)F